mono-octyl thiophosphate P(=S)(OCCCCCCCC)([O-])[O-]